(2-(4-bromo-2-fluorophenyl)propyl)carbamic acid tert-butyl ester C(C)(C)(C)OC(NCC(C)C1=C(C=C(C=C1)Br)F)=O